ethyl 5-((2-(2-((tert-butoxycarbonyl) amino)ethoxy)-5-fluorobenzyl)(ethyl) amino)pyrazolo[1,5-a]pyrimidine-3-carboxylate C(C)(C)(C)OC(=O)NCCOC1=C(CN(C2=NC=3N(C=C2)N=CC3C(=O)OCC)CC)C=C(C=C1)F